FC=1C=C(C=C(C1)F)CCC(C)=O 4-(3,5-difluorophenyl)butan-2-one